C(C)OC(C=C(CCCCC)CCCCC)=O.C(CCCC)C(CC(=O)OCC)CCCCC ethyl 3-pentyloctanoate Ethyl-3-pentyloct-2-enoate